(dimethylamino)rhodium CN(C)[Rh]